(R)-N-(5-(5-ethyl-1,2,4-oxadiazol-3-yl)-2,3-dihydro-1H-inden-1-yl)-5-methylpyrazolo[1,5-a]pyridine-3-carboxamide C(C)C1=NC(=NO1)C=1C=C2CC[C@H](C2=CC1)NC(=O)C=1C=NN2C1C=C(C=C2)C